2-Chloro-4-(prop-1-en-2-yl)pyridine tert-butyl(tert-butoxycarbonyl)(5-((tert-butyldimethylsilyl)oxy)-2,2-dimethylpentyl)carbamate C(C)(C)(C)C(C(CCCO[Si](C)(C)C(C)(C)C)(C)C)N(C(O)=O)C(=O)OC(C)(C)C.ClC1=NC=CC(=C1)C(=C)C